(2,3-dihydro-1H-inden-2-yl)hydrazine methanesulfonic acid salt CS(=O)(=O)O.C1C(CC2=CC=CC=C12)NN